ClC1=CC=CC2=C1C1C(O2)OC(=C1SC)C1=CC=CC=C1 4-chloro-3-(methylsulfanyl)-2-phenyl-3a,8a-dihydrofuro[2,3-b]benzofuran